BrCC1(CC1)C(F)(F)F 1-(bromomethyl)-1-(trifluoromethyl)-cyclopropane